FC(C(=O)O)(F)F.O=C1NC(CCC1N1C(C2=CC=CC(=C2C1=O)NCCCCCCCN)=O)=O 7-{[2-(2,6-dioxopiperidin-3-yl)-1,3-dioxoisoindol-4-yl]amino}heptane-1-amine trifluoroacetate